ethyl (2S)-2-[4-fluoro-2-(4-ethoxy-4,5-dihydroisoxazol-3-yl)phenoxy]propanoate FC1=CC(=C(O[C@H](C(=O)OCC)C)C=C1)C1=NOCC1OCC